1-Methyl-2-oxo-4-[4-(3-propyl-1,2,4-oxadiazol-5-yl)piperidin-1-yl]-1,2-dihydroquinoline-3-carbonitrile CN1C(C(=C(C2=CC=CC=C12)N1CCC(CC1)C1=NC(=NO1)CCC)C#N)=O